methyl 4-((2-((2-chlorobenzyl) amino)-5-methoxyphenyl) amino)-2,2-dimethyl-4-oxobutanoate ClC1=C(CNC2=C(C=C(C=C2)OC)NC(CC(C(=O)OC)(C)C)=O)C=CC=C1